C(C)(C)(C)OC1CN(C1)C1=CC(N(N=C1)CC=1N(N=NC1C1=C(C=C(C=C1)Cl)F)CC)=O 5-(3-tert-butoxyazetidin-1-yl)-2-[[5-(4-chloro-2-fluoro-phenyl)-3-ethyl-triazol-4-yl]methyl]pyridazin-3-one